CN1CC2C(C1)CNC2 5-methyl-octahydropyrrolo[3,4-c]pyrrol